4-(bromomethyl)tetrahydro-2H-pyran BrCC1CCOCC1